bisphenethyl-phenol C(CC1=CC=CC=C1)C=1C(=C(C=CC1)O)CCC1=CC=CC=C1